ethyl 2,3-dichloroisonicotinate ClC=1C(=C(C(=O)OCC)C=CN1)Cl